3-cyclopentyl-5-(3-hydroxyphenyl)isoxazolo[4,5-d]pyrimidin-7(6H)-one C1(CCCC1)C1=NOC2=C1N=C(NC2=O)C2=CC(=CC=C2)O